(3-chloro-2-nitrophenyl)boric acid ClC=1C(=C(C=CC1)OB(O)O)[N+](=O)[O-]